C1(=CC=CC=C1)S(=O)(=O)NC=1C=C(C=NC1)C=1C=CC=2N(C1)C(=CN2)C(=O)OCC ethyl 6-[5-(benzenesulfonamido)pyridin-3-yl]imidazo[1,2-a]pyridine-3-carboxylate